ClC=1C(=NC=CC1OC1=C(C=C(C=C1F)[N+](=O)[O-])F)N=C(C1=CC=CC=C1)C1=CC=CC=C1 (3-chloro-4-(2,6-difluoro-4-nitrophenoxy)pyridin-2-yl)-1,1-diphenylmethanimine